N-(3-chlorobenzyl)-2-(4-(2-(dimethylamino)ethyl)piperazin-1-yl)-6-(3,5-dimethylisoxazol-4-yl)quinazolin-4-amine ClC=1C=C(CNC2=NC(=NC3=CC=C(C=C23)C=2C(=NOC2C)C)N2CCN(CC2)CCN(C)C)C=CC1